5-Methoxy-2'-(5-(pyridin-2-yl)-1H-imidazol-2-yl)-3,4'-bipyridin COC=1C=C(C=NC1)C1=CC(=NC=C1)C=1NC(=CN1)C1=NC=CC=C1